4-((4-methoxybenzyl)amino)-6-nitro-2H-benzopyran-2-one COC1=CC=C(CNC2=CC(OC3=C2C=C(C=C3)[N+](=O)[O-])=O)C=C1